C1(CC1)N=COC(NC(CC1=CC=CC=C1)=O)C1=C(C(=CC=C1OC(F)F)F)F N-(cyclopropyliminomethoxy-(6-difluoromethoxy-2,3-difluoro-phenyl)-methyl)-2-phenylacetamide